C1(=CC=CC=C1)CO[Si](OC)(OC)CC phenyl-ethyl-trimethoxysilane